(E)-3-(4-fluorophenyl)-1-(piperazin-1-yl)prop-2-en-1-one FC1=CC=C(C=C1)/C=C/C(=O)N1CCNCC1